2-(3,5-Bis(trifluoromethyl)phenyl)-N-(6-chloro-4-(4-fluoro-2-methylphenyl)pyridin-3-yl)-2-methyl-propionamide FC(C=1C=C(C=C(C1)C(F)(F)F)C(C(=O)NC=1C=NC(=CC1C1=C(C=C(C=C1)F)C)Cl)(C)C)(F)F